(R)-1-methyl-N-(2-(2-((1,1,1-trifluoropropan-2-yl)amino)pyrimidin-4-yl)-1-((2-(trimethylsilyl)ethoxy)methyl)-1H-pyrrolo[3,2-c]pyridin-6-yl)-1H-pyrazole-4-carboxamide CN1N=CC(=C1)C(=O)NC1=CC2=C(C=N1)C=C(N2COCC[Si](C)(C)C)C2=NC(=NC=C2)N[C@@H](C(F)(F)F)C